3,3-difluoro-1-((2S,5S)-9-((6-methoxypyridin-3-yl)ethynyl)-2,3-dihydro-2,5-methanopyrido[3,4-f][1,4]oxazepin-4(5H)-yl)-2,2-dimethylpropan-1-one FC(C(C(=O)N1C[C@H]2OC3=C([C@@H]1C2)C=NC=C3C#CC=3C=NC(=CC3)OC)(C)C)F